ClC=1C(=C(NC2=C(NC3=C2C(NC(C3)(C)C)=O)C3=C(C=NC=C3)OCCN(C(OC(C)(C)C)=O)C)C=CC1)OC tert-butyl [2-({4-[3-(3-chloro-2-methoxyanilino)-6,6-dimethyl-4-oxo-4,5,6,7-tetrahydro-1H-pyrrolo[3,2-c]pyridin-2-yl]pyridin-3-yl}oxy)ethyl]methylcarbamate